1-[[2-(difluoromethoxy)pyrimidin-4-yl]methyl]-3-[(1r,3r)-3-(trifluoromethyl)cyclobutyl]urea FC(OC1=NC=CC(=N1)CNC(=O)NC1CC(C1)C(F)(F)F)F